OC1=NC=2N=C(NC(C2N1)=O)N 8-(hydroxy)guanine